FC(C(C(C(C(C(C(C(C(C(C(C(C(C(C(C(C(F)(F)F)(F)F)(F)F)(F)F)(F)F)(F)F)(F)F)(F)F)(F)F)(F)F)(F)F)(F)F)(F)F)(F)F)(F)F)(F)F)(C(=O)O)F perfluoro-n-heptadecyl-carboxylic acid